ClC1=C(C(=CC(=C1)Cl)Cl)N=C=O 2,4,6-Trichlorophenyl isocyanate